C(C)(C)(C)OC(NC1C(N(C(C(C1)C1=CC=CC=C1)C)CCCCC=O)=O)=O (6-methyl-2-oxo-1-(5-oxopentyl)-5-phenyl-3-piperidinyl)carbamic acid tert-butyl ester